NC1=C2C(=NC=N1)N(N=C2C2=CC(=C(C=C2)OC(C)C)F)C(C)C=2N=C1N(C(C2C2=CC(=CC=C2)F)=O)C(=CS1)C 7-(1-(4-amino-3-(3-fluoro-4-isopropoxyphenyl)-1H-pyrazolo[3,4-d]Pyrimidin-1-yl)ethyl)-6-(3-fluorophenyl)-3-methyl-5H-thiazolo[3,2-a]Pyrimidin-5-one